rac-(1R,2R,3S,3aR,8bS)-methyl-6-(3-cyanopropoxy)-1,8b-dihydroxy-8-methoxy-3a-(4-methoxyphenyl)-3-phenyl-2,3,3a,8b-tetrahydro-1H-cyclopenta[b]benzofuran-2-carboxylate COC(=O)[C@H]1[C@H]([C@@]2([C@@](OC3=C2C(=CC(=C3)OCCCC#N)OC)([C@@H]1C1=CC=CC=C1)C1=CC=C(C=C1)OC)O)O |r|